7β-[(Z)-2-(5-amino-1,2,4-thiadiazol-3-yl)-2-(1-carboxy-1-methyl ethoxyimino)acetamido]-3-{3-amino-4-[3-(2-aminoethyl)ureido]-2-methyl-1-pyrazolio}methyl-3-cephem-4-carboxylate NC1=NC(=NS1)/C(/C(=O)N[C@H]1[C@@H]2N(C(=C(CS2)C[N+]=2N(C(=C(C2)NC(=O)NCCN)N)C)C(=O)[O-])C1=O)=N/OC(C)(C)C(=O)O